3-(5-amino-8-bromo-2-(chloro(phenyl)methyl)-[1,2,4]triazolo[1,5-c]pyrimidin-7-yl)benzonitrile NC1=NC(=C(C=2N1N=C(N2)C(C2=CC=CC=C2)Cl)Br)C=2C=C(C#N)C=CC2